4-(2-(4-(5-Chloro-2-(1H-tetrazol-1-yl)phenyl)-2,5-dioxapiperazin-1-yl)-3-phenylpropionamido)benzoic acid ClC=1C=CC(=C(C1)N1CON(CO1)C(C(=O)NC1=CC=C(C(=O)O)C=C1)CC1=CC=CC=C1)N1N=NN=C1